(1R)-1-(3-(azidomethyl)-7-fluoro-3-methyl-2,3-dihydrobenzo[b][1,4]dioxin-5-yl)ethan-1-amine N(=[N+]=[N-])CC1(OC2=C(OC1)C=C(C=C2[C@@H](C)N)F)C